7-([4-[1-(oxetan-3-yl)-4-(trifluoromethyl)-1H-imidazol-2-yl]phenyl]methyl)-2-[2-(propan-2-yl)pyridin-3-yl]-5H,6H,7H-pyrrolo[2,3-d]pyrimidin-6-one O1CC(C1)N1C(=NC(=C1)C(F)(F)F)C1=CC=C(C=C1)CN1C(CC2=C1N=C(N=C2)C=2C(=NC=CC2)C(C)C)=O